OC[C@@H]1N(C[C@H](N(C1)C1=CC(N(C=2C=CC(=NC12)C#N)C)=O)C)C(C)C1=CC=C(C=C1)OC(F)(F)F 8-[(2r,5r)-5-(hydroxymethyl)-2-methyl-4-{1-[4-(trifluoromethoxy)phenyl]ethyl}piperazin-1-yl]-5-methyl-6-oxo-5,6-dihydro-1,5-naphthyridine-2-carbonitrile